4,4'-Dibromo-p-terphenyl BrC1=CC=C(C=C1)C1=CCC(C=C1)(C1=CC=CC=C1)Br